3-(4-chloro-3,5-dimethyl-pyrazol-1-yl)-N-(2-cyclopropyl-1,3-benzoxazol-5-yl)benzamide ClC=1C(=NN(C1C)C=1C=C(C(=O)NC=2C=CC3=C(N=C(O3)C3CC3)C2)C=CC1)C